[5-chloro-7-(2-methylpropyl)imidazo[4,3-f][1,2,4]triazin-2-yl]-3-fluoro-1-methanesulfonylpiperidin-4-amine ClC=1N=C(N2N=C(N=CC21)C2N(CCC(C2F)N)S(=O)(=O)C)CC(C)C